C(=O)C1=C(N=NN1C)C1=CC=C(C(=N1)C)O[C@H]1C[C@@H](OCC1)C(=O)OC(C)C |r| (±)-trans-isopropyl 4-((6-(5-formyl-1-methyl-1H-1,2,3-triazol-4-yl)-2-methyl-pyridin-3-yl)oxy)tetrahydro-2H-pyran-2-carboxylate